4-(3-Chloroanilino)-2'-[(2S)-3-phenoxy-2-phenylpropyl]-2',3'-dihydrospiro[cyclohexane-1,1'-indene]-4-carboxylic acid ClC=1C=C(NC2(CCC3(C(CC4=CC=CC=C34)C[C@H](COC3=CC=CC=C3)C3=CC=CC=C3)CC2)C(=O)O)C=CC1